trans-3-((3-(Aminomethyl)phenyl)sulfonyl)-N,N-dimethyl-5-phenylpiperidine-1-carboxamide 2,2,2-trifluoroacetate FC(C(=O)O)(F)F.NCC=1C=C(C=CC1)S(=O)(=O)[C@@H]1CN(C[C@H](C1)C1=CC=CC=C1)C(=O)N(C)C